N-phenyl-3,6-bis(4-hydroxybenzoyl)carbazole C1(=CC=CC=C1)N1C2=CC=C(C=C2C=2C=C(C=CC12)C(C1=CC=C(C=C1)O)=O)C(C1=CC=C(C=C1)O)=O